ClC1=NC=CC2=CC=C(C=C12)\C=C\C12CCC(CC1)(CC2)OCC=2C(=NOC2C2CC2)C2=C(C=NC=C2Cl)Cl (E)-1-Chloro-7-(2-(4-((5-cyclopropyl-3-(3,5-dichloropyridin-4-yl)isoxazol-4-yl)methoxy)bicyclo[2.2.2]octan-1-yl)vinyl)isochinolin